ClC=1N=CC(=NC1)/C(=C/C=1C=CC(=C(C1)C1(N=C(OCC1OCC(F)(F)F)N)C)F)/F 4-(5-((Z)-2-(5-chloropyrazin-2-yl)-2-fluorovinyl)-2-fluorophenyl)-4-methyl-5-(2,2,2-trifluoroethoxy)-5,6-dihydro-4H-1,3-oxazin-2-amine